P(O)(O)(O)=O phosphoroic acid